FC1=C(C=CC=C1)NC1=NC(=CC(=C1)NC(OC(C)(C)C)=O)C(NC1CC2=CC=C(C=C2C1)S(=O)(=O)C)=O Tert-butyl (2-((2-fluorophenyl)amino)-6-((5-(methylsulfonyl)-2,3-dihydro-1H-inden-2-yl)carbamoyl)pyridin-4-yl)carbamate